3-methyl-N-((R)-1-(naphthalen-1-yl)ethyl)-6-((R)-pyrrolidine-2-carboxamido)picolinamide 2,2,2-trifluoroacetate FC(C(=O)O)(F)F.CC=1C(=NC(=CC1)NC(=O)[C@@H]1NCCC1)C(=O)N[C@H](C)C1=CC=CC2=CC=CC=C12